C[C@H]1OC(=O)C2=C(C(=C(C=C2C1)O)C)O (3R)-methyl-6,8-dihydroxy-7-methyl-3,4-dihydroisocoumarin